tert-Butyl ((1-(5-amino-6-((3-amino-2-chlorophenyl)thio)-1,2,4-triazin-3-yl)-4-methylpiperidin-4-yl)methyl)carbamate NC=1N=C(N=NC1SC1=C(C(=CC=C1)N)Cl)N1CCC(CC1)(C)CNC(OC(C)(C)C)=O